7-(2,7-dimethyl-2H-indazol-5-yl)-8-fluoro-3-(piperidin-4-yl)quinazolin-4(3H)-one CN1N=C2C(=CC(=CC2=C1)C1=CC=C2C(N(C=NC2=C1F)C1CCNCC1)=O)C